FC1=CC=C(C=C1)C=1C(C(=CN(N1)C(C)C)C(=O)OCC)=O Ethyl 6-(4-fluorophenyl)-2-isopropyl-5-oxo-2,5-dihydropyridazine-4-carboxylate